(1S,2S)-N1-methyl-N2-((6-methylpyridin-2-yl)methyl)-N1-(2-methylquinolin-8-yl)-N2-(naphthalen-1-ylmethyl)cyclohexane-1,2-diamine CN([C@@H]1[C@H](CCCC1)N(CC1=CC=CC2=CC=CC=C12)CC1=NC(=CC=C1)C)C=1C=CC=C2C=CC(=NC12)C